(2S)-oxetane-2-carboxylic acid O1[C@@H](CC1)C(=O)O